ClC1=NC=C(C=N1)C(=O)NC=1C(=NC=CC1C1=C(C=CC=C1)F)C1CCC(CC1)(F)F 2-chloro-N-[2-(4,4-difluorocyclohexyl)-4-(2-fluorophenyl)-3-pyridinyl]pyrimidine-5-carboxamide